(3-iodo-6,7-dihydro-5H-pyrazolo[5,1-b][1,3]oxazin-2-yl)methanol IC=1C(=NN2C1OCCC2)CO